tert-Butyl N-[(1R)-1-[2-ethylsulfanyl-3-methyl-4-oxo-6-(trifluoromethyl)chromen-8-yl]ethyl]carbamate C(C)SC=1OC2=C(C=C(C=C2C(C1C)=O)C(F)(F)F)[C@@H](C)NC(OC(C)(C)C)=O